tryptolinamide C1CN(C(C2=C1C3=CC=CC=C3N2)C(F)(F)F)C(=O)C4C5CC(C4C(=O)O)C=C5